amino-3-methoxy-N-methylbenzamide NC1=C(C(=O)NC)C=CC=C1OC